4-(2-fluoro-6-methoxyphenyl)-2-(2-((S)-2-(hydroxymethyl)piperazin-1-yl)-6-methylpyrimidin-4-yl)-2,3-dihydro-1H-pyrrolo[3,4-c]pyridin-1-one FC1=C(C(=CC=C1)OC)C1=NC=CC2=C1CN(C2=O)C2=NC(=NC(=C2)C)N2[C@@H](CNCC2)CO